ClC=1C=C2C(=CNC2=CC1)C(C[N+](=O)[O-])C1=C(C=CC=C1)Cl 5-chloro-3-(1-(2-chlorophenyl)-2-nitroethyl)-1H-indole